4-(Dimethylamino)-N-(4-(3-(3,5-dimethylisoxazol-4-yl)-5-(1-fluoroethyl)phenoxy)-3,5-dimethylphenyl)butanamide CN(CCCC(=O)NC1=CC(=C(C(=C1)C)OC1=CC(=CC(=C1)C(C)F)C=1C(=NOC1C)C)C)C